COC(=O)C=1C=C2C(=CC=NC2=CC1OC)OC1=NC=C(C=C1F)[N+](=O)[O-] 4-((3-Fluoro-5-nitropyridin-2-yl)oxy)-7-methoxyquinoline-6-carboxylic acid methyl ester